OC(=O)C(F)(F)F.N1=C(C=NC=C1)[C@H]1NOCC1 (3S)-3-pyrazin-2-yl-isoxazolidine TFA salt